3-(4-bromophenyl)-1-(2,4-dimethoxybenzyl)-5-(2-fluoro-6-hydroxyphenyl)-1H-pyrazolo[4,3-c]pyridazin-6(5H)-one BrC1=CC=C(C=C1)C1=NN(C=2C1=NN(C(C2)=O)C2=C(C=CC=C2O)F)CC2=C(C=C(C=C2)OC)OC